7-chloro-8-(3-(4-(6-fluorobenzo[d]isoxazol-3-yl)piperidin-1-yl)propoxy)-5,6-dihydro-1H-pyrrolo[3,2,1-ij]quinolin-4(2H)-one ClC1=C2CCC(N3C2=C(C=C1OCCCN1CCC(CC1)C1=NOC2=C1C=CC(=C2)F)CC3)=O